NC1=CC(=C(C=C1)N1C(C(=CC2=CC=C(C=C12)I)C(=O)[O-])=O)C 1-(4-amino-2-methylphenyl)-7-iodo-2-oxo-1,2-dihydroquinoline-3-carboxylate